C(C)OS(=O)C1=CC=CC=C1.[Na].NC1=C2C(=NC=N1)N(N=C2C2=CC1=C(OCCO1)C=C2)C(C)C=2OC1=CC=CC=C1C(C2C2=CC(=CC=C2)F)=O 2-(1-(4-amino-3-(2,3-dihydrobenzo[b][1,4]dioxin-6-yl)-1H-pyrazolo[3,4-d]pyrimidin-1-yl)ethyl)-3-(3-fluorophenyl)-4H-chromen-4-one Sodium ethyl-benzenesulfinate